BOC-pyroglutamic acid methyl ester COC([C@H]1N(C(CC1)=O)C(=O)OC(C)(C)C)=O